N,N'-dioctyl-dithiodipropionamide C(CCCCCCC)NC(CCSSCCC(=O)NCCCCCCCC)=O